N-(cis-1-acetyl-2-(((cis-4-(3-cyanophenyl)cyclohexyl)oxy)methyl)-piperidin-3-yl)methanesulfonamide C(C)(=O)N1[C@H]([C@H](CCC1)NS(=O)(=O)C)CO[C@@H]1CC[C@@H](CC1)C1=CC(=CC=C1)C#N